C12(CC3CC(CC(C1)C3)C2)CN2CCN(CC2)CCNC2=C3C(N(C(=NC3=CC=C2)C)C2C(NC(CC2)=O)=O)=O 3-(5-((2-(4-(((3r,5r,7r)-adamantan-1-yl)methyl)piperazin-1-yl)ethyl)amino)-2-methyl-4-oxoquinazolin-3(4H)-yl)piperidine-2,6-dione